5,9-diaminobenzo(a)phenoxazinium perchlorate Cl(=O)(=O)(=O)[O-].NC1=C2C(=C3[NH2+]C4=CC=C(C=C4OC3=C1)N)C=CC=C2